N[C@@H]([C@@H](CC)C1=CC=C(C=C1)F)C=1N=C2N(N=C(C=C2)C[C@@H]2C(NC[C@@H](C2)C(F)(F)F)=O)C1 (3R,5R)-3-((2-((1S,2S)-1-amino-2-(4-fluorophenyl)butyl)imidazo[1,2-b]pyridazin-6-yl)methyl)-5-(trifluoromethyl)piperidin-2-one